9-(piperidin-4-ylmethyl)-3-azaspiro[5.5]undecane N1CCC(CC1)CC1CCC2(CCNCC2)CC1